FC=1C=C(C=CC1OC(F)(F)F)NC1=CC=C(C=N1)C1=NOC(=N1)[C@H]1CN(CCC1)C(=O)OC(C)(C)C tert-butyl (R)-3-(3-(6-((3-fluoro-4-(trifluoromethoxy)phenyl)amino)pyridin-3-yl)-1,2,4-oxadiazol-5-yl)piperidine-1-carboxylate